6-chloro-N-[5-(2,2-difluoroethyl)-4-methoxy-pyrimidin-2-yl]-7-fluoro-1H-indole-3-sulfonamide ClC1=CC=C2C(=CNC2=C1F)S(=O)(=O)NC1=NC=C(C(=N1)OC)CC(F)F